C(C)OC(=O)C1=NN(C(=C1CC=O)Cl)CC1=C(C=CC(=C1)F)F 5-chloro-1-(2,5-difluorobenzyl)-4-(2-oxoethyl)-1H-Pyrazole-3-carboxylic acid ethyl ester